(S)-quinuclidin-3-yl (5-(3,4-difluorophenyl)-2,2-dimethyl-2,3-dihydro-1H-inden-1-yl)carbamate FC=1C=C(C=CC1F)C=1C=C2CC(C(C2=CC1)NC(O[C@@H]1CN2CCC1CC2)=O)(C)C